C1=C(N(C(=O)NC1=O)[C@H]2[C@@H]([C@@H]([C@H](O2)COP(=O)(O)O)O)O)C(=O)O Orotidylic Acid